[(1S,3S,4R)-5-methylidene-2-azabicyclo[2.2.2]octan-3-yl]-{2-[2-(2,2,2-trifluoroethyl)-5-(trifluoromethyl)thieno[2,3-b]pyridin-4-yl]-2,7-diazaspiro[3.5]nonan-7-yl}methanone C=C1[C@@H]2[C@H](N[C@H](C1)CC2)C(=O)N2CCC1(CN(C1)C1=C3C(=NC=C1C(F)(F)F)SC(=C3)CC(F)(F)F)CC2